4-((3-(cyclopentyloxy)phenyl)thio)-1H-1,2,3-triazole-5-carboxylic acid C1(CCCC1)OC=1C=C(C=CC1)SC=1N=NNC1C(=O)O